2-[[1-[2-[7-(3-amino-1-isoquinolyl)-4-[(3S)-4-tert-butoxycarbonyl-3-(cyanomethyl)piperazin-1-yl]-6-chloro-8-fluoro-quinazolin-2-yl]oxyethyl]-4-piperidyl]methoxy]acetic Acid NC=1N=C(C2=CC=CC=C2C1)C1=C(C=C2C(=NC(=NC2=C1F)OCCN1CCC(CC1)COCC(=O)O)N1C[C@@H](N(CC1)C(=O)OC(C)(C)C)CC#N)Cl